1-[5-Fluoro-6-(4-methoxy-benzenesulfonyl)-3,3-dimethyl-2,3-dihydro-indol-1-yl]-2-((2R,5R)-2-methoxymethyl-5-methyl-piperazin-1-yl)-ethanone dihydrochloride salt Cl.Cl.FC=1C=C2C(CN(C2=CC1S(=O)(=O)C1=CC=C(C=C1)OC)C(CN1[C@H](CN[C@@H](C1)C)COC)=O)(C)C